4-(2-(1,4-diazepan-1-yl)pyrimidin-4-yl)morpholine N1(CCNCCC1)C1=NC=CC(=N1)N1CCOCC1